BrCC#CC1CC1 (3-bromoprop-1-yn-1-yl)cyclopropane